2-bromo-3-(2-(2-methoxyethoxy)ethoxy)thiophene BrC=1SC=CC1OCCOCCOC